S1C=NC2=C1C(=CC=C2)C2=CC=C(C=C2)C(C(=O)NC)NC(=O)NC=2N=C(SC2)C#C 2-(4-(benzo[d]thiazol-7-yl)phenyl)-2-(3-(2-ethynylthiazol-4-yl)ureido)-N-methyl-acetamide